((3R,3aS,7R,8aS)-3,8,8-trimethyl-2,3,4,7,8,8a-hexahydro-1H-3a,7-methanoazulen-6-yl)methyl acetate C(C)(=O)OCC1=CC[C@]23[C@@H](CC[C@H]2C([C@H]1C3)(C)C)C